C(C)(C)(C)OC(=O)N1[C@@H](CN([C@H](C1)C)C1=NC(N(C2=CC=C(C=C12)Br)C)=O)CC (2R,5S)-4-(6-bromo-1-methyl-2-oxo-1,2-dihydroquinazolin-4-yl)-2-ethyl-5-methylpiperazine-1-carboxylic acid tert-butyl ester